O1C(CCC1)CC=C(C(=O)O)COCC=C Tetrahydrofuran-2-ylmethyl-2-(allyloxymethyl)acrylic acid